N-propyl-3H-1-benzazepine-4-carboxamide C(CC)NC(=O)C=1CC=NC2=C(C1)C=CC=C2